stearamidopropyl-dimethyl-β-hydroxyethylammonium dihydrogen phosphate P(=O)(O)(O)[O-].C(CCCCCCCCCCCCCCCCC)(=O)NCCC[N+](CCO)(C)C